zinc para-toluenesulfinate CC1=CC=C(C=C1)S(=O)[O-].[Zn+2].CC1=CC=C(C=C1)S(=O)[O-]